rac-(1R,2S,4R,6R)-2-(4-bromophenyl)-4-cyano-6-((2-fluoro-4-(trifluoromethyl)phenyl)carbamoyl)cyclohexane-1-carboxylic acid BrC1=CC=C(C=C1)[C@@H]1[C@H]([C@@H](C[C@@H](C1)C#N)C(NC1=C(C=C(C=C1)C(F)(F)F)F)=O)C(=O)O |r|